(5-{[2-(4-bromophenyl)imidazo[1,2-a]pyrimidin-3-yl]methyl}-2,5-diazabicyclo[2.2.2]oct-2-yl)-(2-fluorophenyl)methanone BrC1=CC=C(C=C1)C=1N=C2N(C=CC=N2)C1CN1C2CN(C(C1)CC2)C(=O)C2=C(C=CC=C2)F